C[Si](C)(C)C#CC=1C=C(C=CC1)CO (3-((trimethyl-silyl)ethynyl)phenyl)methanol